C(C)(C)(C)OC(=O)N1CC2(CCN3N=C(C=C32)C=3C=NC(=C(C3)O[C@@H](C)C3=CC=CC=C3)N)CC1 tert-butyl-2'-{6-amino-5-[(1S)-1-phenylethoxy]pyridin-3-yl}-5',6'-dihydrospiro[pyrrolidine-3,4'-pyrrolo[1,2-b]pyrazole]-1-carboxylate